Anti-succinyllysine C(CCC(=O)O)(=O)N[C@@H](CCCCN)C(=O)O